Cyclobutyl-[rac-(5r,7r)-7-fluoro-5-phenyl-6,7-dihydro-5H-pyrrolo[1,2-b][1,2,4]triazol-2-yl]methanone C1(CCC1)C(=O)C=1N=C2N(N1)[C@H](C[C@H]2F)C2=CC=CC=C2 |r|